C1(CCC1)[C@@H]1CN2C=3C(=C(SC3C(N1)=O)C=1C=NNC1)OCC2=O (R)-7-cyclobutyl-2-(1H-pyrazol-4-yl)-7,8-dihydro-3-oxa-1-thia-5a,8-diazabenzo[cd]azulene-5,9(4H,6H)-dione